C(C)(C)(C)OC(=O)N(CCC1=C(C=CC(=C1)F)NC1=C(C(=O)OC)C=C(C(=C1)C(F)(F)F)F)CCC1=NC(=CC=C1[N+](=O)[O-])OC methyl 2-((2-(2-((tert-butoxycarbonyl) (2-(6-methoxy-3-nitropyridin-2-yl) ethyl)-amino) ethyl)-4-fluorophenyl) amino)-5-fluoro-4-(trifluoromethyl)-benzoate